CC1=NC=CC2=C1CNC2=O 4-methyl-2,3-dihydro-1H-pyrrolo[3,4-c]pyridin-1-one